C(C(=C)C)(=O)OCCOC1=CC=C(C=C1)C(C(C)(C)O)=O 2-[4-(2-Hydroxy-2-methyl-1-oxopropyl)phenoxy]ethyl methacrylate